C12CNCCC(N1C1=NC3=C(C=4N1C=CN4)C(=CN3)C3=C(C4=CN(N=C4C=C3)C)Cl)C2 5-(3,7-diazabicyclo[4.1.1]oct-7-yl)9-(4-chloro-2-methyl-2H-indazol-5-yl)-7H-imidazo[1,2-c]pyrrolo[3,2-e]pyrimidine